NC=1SCC2(N1)C(OCC1=CC=C(C=C12)NC(=O)C1=NC=C(C=C1)COC)C N-(2'-amino-3-methyl-5'H-spiro[isochromane-4,4'-thiazol]-6-yl)-5-methoxymethyl-pyridineamide